tert-butyl (S)-3-((4-bromopyridin-2-yl)carbamoyl)pyrrolidine-1-carboxylate BrC1=CC(=NC=C1)NC(=O)[C@@H]1CN(CC1)C(=O)OC(C)(C)C